(5-bromo-2-(tetrahydrofuran-3-yl)-2H-indazol-3-yl)methanol BrC1=CC2=C(N(N=C2C=C1)C1COCC1)CO